[1-[3-(2,6-dioxo-3-piperidyl)-1-methyl-pyrazolo[4,3-C]pyridin-6-yl]-4-piperidyl]-N-methyl-carbamic acid tert-butyl ester C(C)(C)(C)OC(N(C)C1CCN(CC1)C1=CC2=C(C=N1)C(=NN2C)C2C(NC(CC2)=O)=O)=O